11-[4-[2-(2-hydroxyethoxy)ethyl]-1-piperazinyl]dibenzo-[b,f][1,4]thiazepine OCCOCCN1CCN(CC1)C1=NC2=C(SC3=C1C=CC=C3)C=CC=C2